diiodine difluoroborate B([O-])(F)F.[I+].[I+].B([O-])(F)F